4-(4-amino-7-bromo-2-{4-[(2-fluoroacrylamido)]-2-methylphenyl}-1-methylpyrrolo[3,2-c]pyridin-3-yl)-N-(2,2-difluorocyclopropyl)-2-methoxybenzamide NC1=NC=C(C2=C1C(=C(N2C)C2=C(C=C(C=C2)NC(C(=C)F)=O)C)C2=CC(=C(C(=O)NC1C(C1)(F)F)C=C2)OC)Br